NC([C@H](C[C@H]1C(NCCC1)=O)NC(=O)C1N(CC2(C1)CCCCC2)C(=O)C=2NC1=CC=CC(=C1C2)OC)=O N-[(1S)-2-amino-2-oxo-1-[[(3S)-2-oxo-3-piperidyl]methyl]ethyl]-2-(4-methoxy-1H-indole-2-carbonyl)-2-azaspiro[4.5]decane-3-carboxamide